OC[C@@H](CCC(C)(C)C)NC(OC(C)(C)C)=O tert-Butyl N-[(1R)-1-(hydroxymethyl)-4,4-dimethyl-pentyl]carbamate